copper acetate triarsenite [As]([O-])([O-])O.[As](O)(O)O.[As](O)(O)O.C(C)(=O)O.[Cu+2]